ClC(=CC1CC(N(C1)[C@@H](C(=O)N)CC)=O)Cl (2R)-2-[4-(2,2-dichlorovinyl)-2-oxo-1-pyrrolidinyl]butanamide